Cl.Cl.Cl.Cl.NCCCNCCCCNCCCN N,N'-bis(3-aminopropyl)-1,4-butanediamine tetra-hydrochloride